N-(2-amino-6-phenyl-4,5,6,7-tetrahydrobenzothiazol-6-yl)acetamide NC=1SC2=C(N1)CCC(C2)(C2=CC=CC=C2)NC(C)=O